6-(5-chloro-6-fluoro-7-(isopropylamino)-1H-indazol-4-yl)-N-(tetrahydrofuranyl)imidazo[1,2-a]pyrazin-2-amine ClC=1C(=C2C=NNC2=C(C1F)NC(C)C)C=1N=CC=2N(C1)C=C(N2)NC2OCCC2